3-[3-(2-chloro-6-methyl-4-pyridinyl)-5-[(3R)-3-(1-hydroxy-1-methyl-ethyl)piperazin-1-yl]pyrazolo[1,5-a]pyrimidin-2-yl]benzonitrile ClC1=NC(=CC(=C1)C=1C(=NN2C1N=C(C=C2)N2C[C@@H](NCC2)C(C)(C)O)C=2C=C(C#N)C=CC2)C